2-(3-(((4-(2-((6-(pyridazin-4-yl)-1H-indazol-4-yl)oxy)ethoxy)butyl)amino)methyl)-5-(trifluoromethoxy)phenoxy)ethanol N1=NC=C(C=C1)C1=CC(=C2C=NNC2=C1)OCCOCCCCNCC=1C=C(OCCO)C=C(C1)OC(F)(F)F